ethyl-5-(aminomethyl)-2-fluorothiophene-3-carbonitrile hydrochloride Cl.C(C)C=1C(=C(SC1CN)F)C#N